N-(4-methyloctyl)-bicyclo[2.2.1]Hept-5-ene-2,3-dicarboximide CC(CCCN1C(=O)C2C3C=CC(C2C1=O)C3)CCCC